CN1CC(C1)(C)[C@@](C=1C=C(C=NC1)C1=NOC(=N1)C1CCC(N1C1=CC=CC=C1)=O)(C1=CC=C(C=C1)C(C)C)O 5-(3-{5-[(R)-(1,3-Dimethyl-azetidin-3-yl)-hydroxy-(4-isopropyl-phenyl)-methyl]-pyridin-3-yl}-[1,2,4]oxadiazol-5-yl)-1-phenyl-pyrrolidin-2-one